methyl N-[5-[6-[2-(4-fluorophenyl)-5-oxo-pyrrolidin-1-yl]imidazo[1,2-a]pyridin-3-yl]-2-pyridyl]carbamate FC1=CC=C(C=C1)C1N(C(CC1)=O)C=1C=CC=2N(C1)C(=CN2)C=2C=CC(=NC2)NC(OC)=O